aluminum diethylenetriamine phosphonate P([O-])([O-])=O.NCCNCCN.[Al+3].P([O-])([O-])=O.P([O-])([O-])=O.[Al+3]